4-[(3R,5R)-5-[(5-bromo-1-ethyl-6-oxo-pyridazin-4-yl)amino]-1-methyl-3-piperidyl]benzoic acid BrC1=C(C=NN(C1=O)CC)N[C@@H]1C[C@@H](CN(C1)C)C1=CC=C(C(=O)O)C=C1